C(C1=CC=CC=C1)NC(N)=O 3-benzyl-urea